FC1=C(OC2=CC(=NC=C2)C(=O)N[C@@H]2C(N(C3=C(OC2)C=CC(=C3)C#CC3(COC3)O)C)=O)C=CC(=C1)F (S)-4-(2,4-difluorophenoxy)-N-(7-((3-hydroxyoxetan-3-yl)ethynyl)-5-methyl-4-oxo-2,3,4,5-tetrahydrobenzo[b][1,4]oxazepin-3-yl)pyridineamide